C(C)(=O)N1CCC(CC1)CNC1=CC(=NC=N1)C(=O)O 6-(((1-acetylpiperidin-4-yl)methyl)amino)pyrimidine-4-carboxylic acid